5-((4-(((S)-2-hydroxy-1-phenylethyl)amino)-5-(3,7-dioxa-1-azaspiro[4.4]non-1-en-2-yl)pyridin-2-yl)amino)-3,3-dimethylisoindolin-1-one OC[C@H](C1=CC=CC=C1)NC1=CC(=NC=C1C1=NC2(CO1)COCC2)NC=2C=C1C(NC(C1=CC2)=O)(C)C